1-tert-butyl 3-methyl-piperazine-1,3-dicarboxylate CC1(CN(CCN1)C(=O)OC(C)(C)C)C(=O)[O-]